2-methylpropan-2-yl[(1-phenyl-5-aza-2-oxadecan-10-yl)amino]methaneate CC(C)(C)OC(=O)NCCCCCNCCOCC1=CC=CC=C1